Cl.ClC1=CC(N(C(N1)=O)C1CCNCC1)=O 6-chloro-3-(4-piperidinyl)pyrimidine-2,4(1H,3H)-dione hydrochloride